N1N=CC(=C1)C1=CC=C(C=C1)NC(CC1=C(C=CC=2N1C=NC2)C2=CC=CC=C2)=O N-(4-(1H-pyrazol-4-yl)phenyl)-2-(6-phenylimidazo[1,5-a]pyridin-5-yl)acetamide